C1(CC1)C1=C(C=C(C(=O)O)C=C1)S(NC1=C(C=CC(=C1)N1N=NN=C1)N1CCCCC1)(=O)=O 4-cyclopropyl-3-(N-(2-(piperidin-1-yl)-5-(tetrazol-1-yl)phenyl)sulfamoyl)benzoic acid